tert-Butyl 3-(2-bromophenyl)-3-hydroxypyrrolidine-1-carboxylate BrC1=C(C=CC=C1)C1(CN(CC1)C(=O)OC(C)(C)C)O